FC(C1=CC=CC(=N1)N1CCC(CC1)C(=O)OCC)(F)F Ethyl 1-(6-(trifluoromethyl)pyridin-2-yl)piperidine-4-carboxylate